C/C(=C\C(C[C@@](C)(C=C)O)O)/CC/C=C(\C)/COC(=O)C 12-Acetoxy-5-hydroxynerolidol